N-(2-methoxy-4-aminophenyl)-3-methoxybenzamide COC1=C(C=CC(=C1)N)NC(C1=CC(=CC=C1)OC)=O